ethyl 2-(5-(2-((4-(trifluoromethyl)phenyl)amino)phenyl)-1,3,4-oxadiazol-2-yl)acetate FC(C1=CC=C(C=C1)NC1=C(C=CC=C1)C1=NN=C(O1)CC(=O)OCC)(F)F